ClC=1C(=NC=CC1C1=C(C(=CC=C1)[N+](=O)[O-])C)N 3-chloro-4-(2-methyl-3-nitrophenyl)pyridin-2-amine